tert-butyl (2R,6S)-4-{8-[(7-fluoro-2-methylindazol-5-yl)carbamoyl]-2-methanesulfinyl quinazolin-5-yl}-2,6-dimethylpiperazine-1-carboxylate FC1=CC(=CC2=CN(N=C12)C)NC(=O)C=1C=CC(=C2C=NC(=NC12)S(=O)C)N1C[C@H](N([C@H](C1)C)C(=O)OC(C)(C)C)C